C(C)(C)(C)OC(=O)NCCBr 2-(tert-butoxycarbonyl-amino)-bromoethane